FC=1C(=NC=C(C1)F)C=1C=NC=2CCN(CC2C1)C=1C(=CC=2N(N1)C(C=C(N2)COC)=O)C 7-(3-(3,5-difluoropyridin-2-yl)-7,8-dihydro-1,6-naphthyridin-6(5H)-yl)-2-(methoxymethyl)-8-methyl-4H-pyrimido[1,2-b]pyridazin-4-one